FC=1C=C2C(C(=CN3C2=C(C1F)OCC3)CN([C@@H]3CN(CCC3)C3=NC=CN=C3)CC3=CC(=NC=C3)OC)=O (S)-9,10-difluoro-6-((((2-methoxypyridin-4-yl)methyl)(1-(pyrazin-2-yl)piperidin-3-yl)amino)methyl)-2,3-dihydro-7H-[1,4]oxazino[2,3,4-ij]quinolin-7-one